2-(p-methoxyphenylthio)-9-phenylacridine COC1=CC=C(C=C1)SC1=CC2=C(C3=CC=CC=C3N=C2C=C1)C1=CC=CC=C1